(E)-N-((1,2,3,5,6,7-Hexahydro-s-indacen-4-yl)carbamoyl)-2-(1-methylazetidin-2-yl)ethen-1-sulfonamid C1CCC2=C(C=3CCCC3C=C12)NC(=O)NS(=O)(=O)\C=C\C1N(CC1)C